N\C(\C1=C(C=CC=C1)F)=N/C1=C(C=CC=C1)/C(=C(/C(=C(/C1=CC=CC=C1)\[Pd]Cl)/C1=CC=CC=C1)\C1=CC=CC=C1)/C1=CC=CC=C1 ((1Z,3E)-4-(2-(((Z)-amino(2-fluorophenyl)methylene)amino)phenyl)-1,2,3,4-tetraphenylbuta-1,3-dien-1-yl)palladium(II) chloride